C1(CCCCC1)CCNC(=O)C=1N=C(OC1)C1C(C2CCC1O2)CC=CCCC(=O)O 6-[3-[4-[[(2-cyclohexyl-ethyl)amino]carbonyl]-2-oxazolyl]-7-oxabicyclo[2.2.1]hept-2-yl]-4-hexenoic acid